C[C@@H]1CN(CCO1)C1=NC=C(C=C1)B1OC(C(O1)(C)C)(C)C (R)-2-methyl-4-(5-(4,4,5,5-tetramethyl-1,3,2-dioxaborolan-2-yl)pyridin-2-yl)morpholine